(2S,3S)-((ethoxycarbonyl)oxy)methyl 3-((2-(2-chloro-5H-pyrrolo[2,3-b]pyrazin-7-yl)-6-(5-chlorothiophen-2-yl)-5-fluoropyrimidin-4-yl)amino)bicyclo[2.2.2]octane-2-carboxylate ClC=1N=C2C(=NC1)NC=C2C2=NC(=C(C(=N2)N[C@@H]2[C@H](C1CCC2CC1)C(=O)OCOC(=O)OCC)F)C=1SC(=CC1)Cl